FC(C=1C(=NC=CC1)/C=C/C=1C=CC(=C(C1)O)C(C)C)(F)F (E)-5-[2-(3-trifluoromethylpyridin-2-yl)vinyl]-2-isopropylphenol